3,7-dinitro-10H-Phenoxazine [N+](=O)([O-])C=1C=CC=2NC3=CC=C(C=C3OC2C1)[N+](=O)[O-]